NC1=NC(=NC(=C1C=O)NC(C)C1=C(C(=CC=C1)C(F)F)F)C 4-amino-6-(1-(3-(difluoromethyl)-2-fluorophenyl)ethylamino)-2-methylpyrimidine-5-carbaldehyde